OC1=C2C(C=C(OC2=CC(=C1OC)O)C1=CC=C(C=C1)C(F)(F)F)=O 5-hydroxy-6-methoxy-7-hydroxy-4'-trifluoromethyl-flavone